FC(C1=CC(=NC=C1)C(C)=O)(F)F 1-[4-(trifluoromethyl)pyridin-2-yl]ethanone